5-((Trimethylsilyl)ethynyl)thiazole-2-sulfonamide C[Si](C)(C)C#CC1=CN=C(S1)S(=O)(=O)N